C(C(C)(C)C)N1CC2(CC1C(=O)N)C(NC1=CC=CC=C12)=O neopentyl-2-oxospiro[indolin-3,3'-pyrrolidine]-5'-carboxamide